pentaoxodocosahydrobenzo[l][1,4,7,11,14]pentaazacyclooctadecin O=C1NCCNCCCCNC2C(NC(C(C(NC1=O)=O)=O)=O)CCCC2